C1(CC1)C1=C(C(=NO1)C1=C(C=NC=C1Cl)Cl)COC12CCC(CC1)(CC2)COC=2C(=NC1=CC=CC=C1C2C)C(=O)O ((4-((5-cyclopropyl-3-(3,5-dichloropyridin-4-yl)isoxazol-4-yl)methoxy)bicyclo[2.2.2]octan-1-yl)methoxy)-4-methylquinoline-2-carboxylic acid